NC=1C=C(C=CC1)C1=CN=C2N1N=C(C=C2)NCC=2SC=CC2 3-(3-aminophenyl)-N-(2-thienylmethyl)imidazo[1,2-b]pyridazin-6-amine